2-bromo-5-cyclopropylthiazole-4-carboxamide BrC=1SC(=C(N1)C(=O)N)C1CC1